(S)-3-(4-((4-((S)-2-acetoxy-3-chloropropoxy)-3-chlorophenyl)sulfonyl)-2-chlorophenoxy)propane-1,2-diyl diacetate C(C)(=O)OC[C@H](COC1=C(C=C(C=C1)S(=O)(=O)C1=CC(=C(C=C1)OC[C@@H](CCl)OC(C)=O)Cl)Cl)OC(C)=O